(E)-3-(dimethylamino)acrylic acid ethyl ester C(C)OC(\C=C\N(C)C)=O